benzyl 2'-(difluoromethyl)-5'-methoxy-6-(6-oxopyridazin-1(6H)-yl)-[4,4'-bipyridine]-3-carboxylate FC(C1=NC=C(C(=C1)C1=C(C=NC(=C1)N1N=CC=CC1=O)C(=O)OCC1=CC=CC=C1)OC)F